(6-(4-bromo-1-methyl-1H-pyrazol-5-yl)-3-cyclopropoxypyridin-2-yl)methanamine BrC=1C=NN(C1C1=CC=C(C(=N1)CN)OC1CC1)C